8-chloro-2-[1-[(1E)-3-fluorobut-1,3-dienyl]pyrazol-4-yl]-7-[(2-methyl-3H-benzimidazol-5-yl)oxy]quinoxaline ClC=1C(=CC=C2N=CC(=NC12)C=1C=NN(C1)\C=C\C(=C)F)OC1=CC2=C(N=C(N2)C)C=C1